1-(3-((2-(difluoromethyl)quinazolin-4-yl)oxy)propyl)-4-methylpiperidin-4-ol FC(C1=NC2=CC=CC=C2C(=N1)OCCCN1CCC(CC1)(O)C)F